N-1,3-butadienylacetamide C(=CC=C)NC(C)=O